(E)-3-(1,3-benzodioxol-5-yl)-N-(2-methylsulfanyl-ethyl)-N-phenylpropan-2-enamide O1COC2=C1C=CC(=C2)/C=C/C(=O)N(C2=CC=CC=C2)CCSC